ClC1=CC2=C(NC(=N2)N2N=C(C(=C2O)CCC2=CC=C(C=C2)F)C2CCN(CC2)C(=O)OC(C)(C)C)C=C1 tert-butyl 4-[1-(5-chloro-1H-1,3-benzodiazol-2-yl)-4-[2-(4-fluorophenyl)ethyl]-5-hydroxy-1H-pyrazol-3-yl]piperidine-1-carboxylate